isopropyl (((4-(4-hydroxy-3-isopropylbenzyl)-3,5-dimethylphenoxy)methyl)(phenoxy)phosphoryl)-L-alaninate OC1=C(C=C(CC2=C(C=C(OCP(=O)(OC3=CC=CC=C3)N[C@@H](C)C(=O)OC(C)C)C=C2C)C)C=C1)C(C)C